ClC1=CC(=C(C=C1)CC(=O)NC1=CC(=NC=C1)C(=O)NC(C#C)(C)C)OC 4-[[2-(4-chloro-2-methoxy-phenyl)acetyl]amino]-N-(1,1-dimethylprop-2-ynyl)pyridine-2-carboxamide